CCC(C)(C)C1=CC=C(C=C1)CC(C)CN2C[C@H](O[C@H](C2)C)C.Cl The molecule is a hydrochloride resulting from the formal reacton of equimolar amounts of hydrogen chloride and amorolfine. An inhibitor of the action of squalene monooxygenase, Delta(14) reductase and D7-D8 isomerase and an antifungal agent, it is used for the topical treatment of fungal nail and skin infections. It has a role as an EC 1.14.13.132 (squalene monooxygenase) inhibitor, an EC 5.3.3.5 (cholestenol Delta-isomerase) inhibitor and an EC 1.3.1.70 (Delta(14)-sterol reductase) inhibitor. It is a hydrochloride and a morpholine antifungal drug. It contains an amorolfine(1+).